C(CCC)C=1NC2=C(C(=NC=3C=CC(=CC23)N2CCNCC2)N)N1 2-butyl-8-(piperazin-1-yl)-1H-imidazo[4,5-c]quinolin-4-amine